(3-(2-chloropyridin-4-yl)-1-(2,2-difluoroethyl)-1H-indazol-5-yl)(morpholinyl)methanone tert-butyl-rel-(5R)-5-(4-chlorophenyl)-3-oxo-2-azabicyclo[2.2.1]heptane-2-carboxylate C(C)(C)(C)OC(=O)N1C2C[C@H](C(C1=O)C2)C2=CC=C(C=C2)Cl.ClC2=NC=CC(=C2)C2=NN(C1=CC=C(C=C21)C(=O)N2CCOCC2)CC(F)F |o1:10|